Isopentyl isocyanat C(CC(C)C)N=C=O